C(C)OC(C)=O.ClC=1N=CC(=NC1)NNC(CC1=CC=C(C=C1)N1N=C(C=C1C)C(F)(F)F)=O N'-(5-chloropyrazin-2-yl)-2-(4-(5-methyl-3-(trifluoromethyl)-1H-pyrazol-1-yl)phenyl)acethydrazide Ethylacetat